C(C)(C)(C)C1=CC2=CC3=CC=C(C=C3C=C2C=C1)C(C)(C)C 2,6-di-tert-butyl-anthracene